C(C)(=O)OCC1(OCCCO1)CC1=C(C=CC(=C1)Cl)N [2-(2-amino-5-chlorobenzyl)-1,3-dioxane-2-yl]Methyl acetate